6-(N-(5-chloro-2-(4-methoxypiperidin-1-yl)pyridin-3-yl)aminosulfonyl)benzofuran-2-carboxylic acid ethyl ester C(C)OC(=O)C=1OC2=C(C1)C=CC(=C2)S(=O)(=O)NC=2C(=NC=C(C2)Cl)N2CCC(CC2)OC